C(C)(C)(C)OC(=O)N[C@H](C(=O)[O-])CN1CCCCC1 (2S)-2-(tert-butoxycarbonylamino)-3-(1-piperidyl)propanoate